eicosyl(eicosyl)benzenesulfonic acid C(CCCCCCCCCCCCCCCCCCC)C=1C(=C(C=CC1)S(=O)(=O)O)CCCCCCCCCCCCCCCCCCCC